2-((6-(trifluoromethyl)pyridin-3-yl)oxy)acetamide FC(C1=CC=C(C=N1)OCC(=O)N)(F)F